5,5'-dibromo-2,2'-bithiazole BrC1=CN=C(S1)C=1SC(=CN1)Br